C1(CC1)CN(CC(O)C=1SC(=C(N1)C(F)(F)F)C(=O)NC(C)C1=CC(=CC=C1)C(F)(F)F)CCC 2-[2-[(cyclopropylmethyl)propylamino]-1-hydroxyethyl]-4-(trifluoromethyl)-N-[1-[3-(trifluoromethyl)phenyl]ethyl]-5-thiazolecarboxamide